tripropyleneglycol isohexyl ether C(CCC(C)C)OC(C)COC(C)COC(C)CO